4-(3,8-diazabicyclo-[3.2.1]octan-3-yl)-7-(1,6-dimethyl-1H-indazol-7-yl)-8-fluoro-2-(((2R,7aS)-2-fluorotetrahydro-1H-pyrrolizin-7a(5H)-yl)meth-oxy)quinazoline C12CN(CC(CC1)N2)C2=NC(=NC1=C(C(=CC=C21)C=2C(=CC=C1C=NN(C21)C)C)F)OC[C@]21CCCN1C[C@@H](C2)F